N-cyclopropyl-3-(difluoromethyl)-5-fluoro-N-(2-isopropyl-benzyl)-1H-pyrazole-4-carboxamide C1(CC1)N(C(=O)C=1C(=NNC1F)C(F)F)CC1=C(C=CC=C1)C(C)C